C(C)(=O)O.N[C@H](C)C(=O)O D-alanine acetate